3-oxo-3H-benzo[f]chromene O=C1OC=2C=CC3=C(C2C=C1)C=CC=C3